N-(4-(4-(2-ethoxyethyl)piperazin-1-yl)phenyl)-4-((8-methyl-2,3-dihydro-1H-pyrido[2,3-b][1,4]oxazin-7-yl)amino)-2-oxo-1,2-dihydropyridine-3-carboxamide C(C)OCCN1CCN(CC1)C1=CC=C(C=C1)NC(=O)C=1C(NC=CC1NC1=C(C2=C(OCCN2)N=C1)C)=O